COC(=O)N1CC(C1)C1=CN=C(O1)C1=CC(=C(C(=C1)F)C)Br 3-(2-(3-bromo-5-fluoro-4-methylphenyl)oxazol-5-yl)azetidine-1-carboxylic acid methyl ester